bis(methylthio)-triphenylamine CSC=1C(=C(C=CC1)N(C1=CC=CC=C1)C1=CC=CC=C1)SC